C(C)(=O)C1=C(C=NNC1=O)N[C@H](CCCN1C(C2=CC=C(C=C2C=C1)C1=NC=C(C=N1)C(F)(F)F)=O)C 2-[(4S)-4-[(5-acetyl-6-oxo-1H-pyridazin-4-yl)amino]pentyl]-6-[5-(trifluoromethyl)pyrimidin-2-yl]isoquinolin-1-one